FC(C)(F)C1=CC=CC(=N1)NC1=CC(=NC=C1OCCN(C)C)NC(C)=O N-(4-((6-(1,1-difluoroethyl)pyridin-2-yl)amino)-5-(2-(dimethylamino)ethoxy)pyridin-2-yl)acetamide